CN1CC2CN(CC2C1)C=1N=CC=2C(C(=C3N(C2C1)C1=C(N3)C=CC=C1)C(=O)O)=O 2-(2-methyl-1,3,3a,4,6,6a-hexahydropyrrolo[3,4-c]pyrrol-5-yl)-5-oxo-7H-benzimidazolo[1,2-a][1,6]naphthyridine-6-carboxylic acid